1-(tert-butoxycarbonyl)-4-((2s,3s)-2-((tert-butoxycarbonyl)amino)-3-methylpentanoylamino)piperidine-2-carboxylic acid C(C)(C)(C)OC(=O)N1C(CC(CC1)NC([C@H]([C@H](CC)C)NC(=O)OC(C)(C)C)=O)C(=O)O